2-([1,2,4]triazolo[4,3-a]pyridin-3-ylthio)-1-(5-(2-morpholino-2-oxoethyl)thiophen-2-yl)ethan-1-one N=1N=C(N2C1C=CC=C2)SCC(=O)C=2SC(=CC2)CC(=O)N2CCOCC2